FC1=NN(N=C1)C=1C=C(C=CC1C(F)(F)F)NC(=O)N1C2CC(CC1(C2)C=2OC(=NN2)C)C(F)(F)F N-(3-(4-fluoro-2H-1,2,3-triazol-2-yl)-4-(trifluoromethyl)phenyl)-1-(5-methyl-1,3,4-oxadiazol-2-yl)-3-(trifluoromethyl)-6-azabicyclo[3.1.1]heptane-6-carboxamide